di(2-ethyl hexyl) azelate C(CCCCCCCC(=O)OCC(CCCC)CC)(=O)OCC(CCCC)CC